C(C(=O)O)(=O)O.C1OCC12CNC2.C2OCC21CNC1 2-Oxa-6-azaspiro[3.3]heptane hemioxalate